2-[({[2'-({[4-(Methylsulfanyl)phenyl]carbamoyl}oxy)-1,1'-binaphthyl-2-yl]oxy}carbonyl)amino]ethyl methacrylat C(C(=C)C)(=O)OCCNC(=O)OC1=C(C2=CC=CC=C2C=C1)C1=C(C=CC2=CC=CC=C12)OC(NC1=CC=C(C=C1)SC)=O